tert-butyl 6-[(4-bromo-2-oxo-1-pyridinyl) methylene]-2-azaspiro[3.3]heptane-2-carboxylate BrC1=CC(N(C=C1)C=C1CC2(CN(C2)C(=O)OC(C)(C)C)C1)=O